B(O)(O)OC[C@@H]1[C@H]([C@H]([C@@H](O1)N1C=NC=2C(=O)NC(N)=NC12)O)O guanosine-borate